trisodium 8-aminopyrene-1,3,6-trisulfonate NC=1C=C(C=2C=CC3=C(C=C(C=4C=CC1C2C43)S(=O)(=O)[O-])S(=O)(=O)[O-])S(=O)(=O)[O-].[Na+].[Na+].[Na+]